(3R)-3-{[7-chloro-2-(3-fluorophenyl)[1,2,4]triazolo[1,5-c]quinazolin-5-yl]amino}azepan-2-one ClC1=CC=CC=2C=3N(C(=NC12)N[C@H]1C(NCCCC1)=O)N=C(N3)C3=CC(=CC=C3)F